BrC(C)Br di-bromoethane